OC=CC(=O)[O-] 3-hydroxy-acrylate